C(C)(=O)OC1=CC(=CC=2C(C3=CC=CC(=C3C(C12)=O)OC(C)=O)=O)C(=O)O 4,5-di(acetoxy)-9,10-dihydro-9,10-dioxo-2-anthracenecarboxylic acid